F[B-](F)(F)F.[Si](C1=CC=CC=C1)(C1=CC=CC=C1)(C(C)(C)C)N[C@@H](CO)C(=O)N([C@@H]([C@H](O)C)C(=O)O)CN(C(=[N+](C)C)ON1N=NC2=C1C=CC=C2)C (tert-butyldiphenylsilyl)seryl-L-threonineO-(1H-benzotriazol-1-yl)-N,N,N',N'-tetramethyluronium tetrafluoroborate